tert-butyl 4-(3-((4-(3-(4-chloro-3-cyclopropyl-1H-pyrrolo[2,3-b]pyridin-5-yl)phenyl)-3-oxopiperazin-1-yl) sulfonyl) propyl)piperazine-1-carboxylate ClC1=C2C(=NC=C1C=1C=C(C=CC1)N1C(CN(CC1)S(=O)(=O)CCCN1CCN(CC1)C(=O)OC(C)(C)C)=O)NC=C2C2CC2